4-[9-ethyl-8-(4-pyridyl)-2-[3-(3-pyridyl)-1-piperidyl]purin-6-yl]morpholine C(C)N1C2=NC(=NC(=C2N=C1C1=CC=NC=C1)N1CCOCC1)N1CC(CCC1)C=1C=NC=CC1